3-(2,4,5-trifluorophenyl)-7,8-dihydro-1,6-naphthyridin FC1=C(C=C(C(=C1)F)F)C=1C=NC=2CCN=CC2C1